p-phenylene-bis(2,6-xylyl-carbodiimide) C1(=CC=C(C=C1)N=C=NC1=C(C=CC=C1C)C)N=C=NC1=C(C=CC=C1C)C